2-methylbenzo[d]imidazo[2,1-b]thiazole-3-carboxylic acid ethyl ester C(C)OC(=O)C1=C(N=C2SC3=C(N21)C=CC=C3)C